O\C=1\C[C@@H](CC(C[C@H]2/C1/C(O[C@]1(C[C@@H](C=C[C@H]21)C)C(=O)OC)=O)=O)C |r| rac-methyl (3S,4aS,9S,12aR,12bR,Z)-7-hydroxy-3,9-dimethyl-6,11-dioxo-3,4,6,8,9,10,11,12,12a,12b-decahydro-4aH-cycloocta[c]chromene-4a-carboxylate